COC=1C=C(C=CC1OC)C=1N=C2N(CC1)C=C(C=C2)[C@@H]2CC[C@@H](CC2)NC 2-(3,4-dimethoxyphenyl)-7-[cis-4-(methylamino)cyclohexyl]-4H-pyrido[1,2-a]pyrimidin